2,2,2-trifluoro-N-(4-((4-isopropyl-2-oxo-1,2-dihydroquinolin-6-yl)methyl)-3,5-dimethylphenyl)acetamide FC(C(=O)NC1=CC(=C(C(=C1)C)CC=1C=C2C(=CC(NC2=CC1)=O)C(C)C)C)(F)F